4-((5-(6-chloro-9-(tetrahydro-2H-pyran-2-yl)-8-(thiophen-2-yl)-9H-purin-2-yl)pent-4-yn-1-yl)amino)phenol ClC1=C2N=C(N(C2=NC(=N1)C#CCCCNC1=CC=C(C=C1)O)C1OCCCC1)C=1SC=CC1